2-methyl-1-(5-(4,4,5,5-tetramethyl-1,3,2-dioxaborolan-2-yl)-3,6-dihydropyridin-1(2H)-yl)-3-(1H-1,2,3-triazol-1-yl)propan-1-one CC(C(=O)N1CCC=C(C1)B1OC(C(O1)(C)C)(C)C)CN1N=NC=C1